O=C([C@H](O)[C@@H](O)[C@H](O)[C@H](O)CO)O.O=C([C@H](O)[C@@H](O)[C@H](O)[C@H](O)CO)O.CCCCCC n-hexane digluconate